tert-butyl 3-(cyano(morpholino)methyl)-6-methoxy-1H-indole-1-carboxylate C(#N)C(C1=CN(C2=CC(=CC=C12)OC)C(=O)OC(C)(C)C)N1CCOCC1